caffeoyl-Coenzyme A C(\C=C\C1=CC(O)=C(O)C=C1)(=O)SCCNC(CCNC([C@@H](C(COP(OP(OC[C@@H]1[C@H]([C@H]([C@@H](O1)N1C=NC=2C(N)=NC=NC12)O)OP(=O)(O)O)(=O)O)(=O)O)(C)C)O)=O)=O